BrC1=CC=C(C=C1)C1CC2(CN(C2)C(=O)OC(C)(C)C)C1 Tert-butyl 6-(4-bromophenyl)-2-azaspiro[3.3]heptane-2-carboxylate